FC=1C=C(CC=2C=NN(C2)C(=O)N[C@@H]2C(N(C3=C(OC2)C=CC(=C3)OC)C)=O)C=CC1 (S)-4-(3-fluorobenzyl)-N-(7-methoxy-5-methyl-4-oxo-2,3,4,5-tetrahydrobenzo[b][1,4]oxazepin-3-yl)-1H-pyrazole-1-carboxamide